COC1=CC=2N(C=C1)C(=C(N2)C2=CC=CC=C2)CC2=CC=C(N(C)C)C=C2 4-((7-Methoxy-2-phenylimidazo[1,2-a]pyridin-3-yl)methyl)-N,N-dimethylaniline